N-(adamantan-1-yl)-3-(N-(4-bromophenyl)sulfamoyl)benzamide C12(CC3CC(CC(C1)C3)C2)NC(C2=CC(=CC=C2)S(NC2=CC=C(C=C2)Br)(=O)=O)=O